BrC=1SC(=CN1)C(=O)NC1=C2C(=NN(C2=CC=C1F)C1OCCCC1)C 2-Bromo-N-(5-fluoro-3-methyl-1-tetrahydropyran-2-yl-indazol-4-yl)thiazole-5-carboxamide